COC1=C(C=C(C=C1)OC(F)(F)F)NC(N(C1CC2(CN(C2)C(=O)C=2C3=C(N=CN2)C=CS3)C1)C)=O 3-(2-methoxy-5-(trifluoromethoxy)phenyl)-1-methyl-1-(2-(thieno[3,2-d]pyrimidine-4-carbonyl)-2-azaspiro[3.3]heptan-6-yl)urea